5-methyl-2-(trimethylsilyl)-1-(2-(trimethylsilyl)phenyl)-1H-indole CC=1C=C2C=C(N(C2=CC1)C1=C(C=CC=C1)[Si](C)(C)C)[Si](C)(C)C